3-bromo-6-methyl-pyridine-2-carbonitrile BrC=1C(=NC(=CC1)C)C#N